6-(N-(2-(8-(benzo[d]thiazol-2-ylcarbamoyl)-3,4-dihydroisoquinolin-2(1H)-yl)-5-(3-(4-(3-(dimethylamino)prop-1-yn-1-yl)-2-fluorophenoxy)propyl)thiazole-4-carbonyl)sulfamoyl)hexanoic acid S1C(=NC2=C1C=CC=C2)NC(=O)C=2C=CC=C1CCN(CC21)C=2SC(=C(N2)C(=O)NS(=O)(=O)CCCCCC(=O)O)CCCOC2=C(C=C(C=C2)C#CCN(C)C)F